ClC1=NC=C(C(=C1)C1=C(C=NC(=C1)C)C(=O)NC=1SC(=NN1)C1CCC(CC1)O)OC 2'-chloro-N-(5-((1s,4s)-4-hydroxycyclohexyl)-1,3,4-thiadiazol-2-yl)-5'-methoxy-6-methyl-(4,4'-bipyridine)-3-carboxamide